O1CCN(CC1)NP(N)OC[C@@H]1[C@H]([C@H]([C@@H](O1)N1C(=O)NC(=O)C=C1)O)O uridine morpholinophosphordiamidite